C(CCC)(=O)OCC(CCCCC)CC 2-ETHYLHEPTYL BUTYRATE